BrC=1C=C2CCN(CC2=CC1)C(=O)NC1=CNC2=CC=C(C=C12)F 6-bromo-N-(5-fluoro-1H-indol-3-yl)-3,4-dihydroisoquinoline-2(1H)-carboxamide